ClC=1C=C2C(=NC1)NC=C2C=2N=C(C1=C(N2)N(C=C1F)[C@@H]1[C@H](C2CCC1CC2)C(=O)O)C2CC2 (2s,3s)-3-(2-{5-chloro-1H-pyrrolo[2,3-b]pyridin-3-yl}-4-cyclopropyl-5-fluoro-7H-pyrrolo[2,3-d]pyrimidin-7-yl)bicyclo[2.2.2]octane-2-carboxylic acid